N-{(1S)-1-[1-(5-Cyanopyridin-2-yl)-1H-1,2,4-triazol-5-yl]ethyl}-3-(cyclopropylmethoxy)-5-methylbenzamide C(#N)C=1C=CC(=NC1)N1N=CN=C1[C@H](C)NC(C1=CC(=CC(=C1)C)OCC1CC1)=O